[F-].[O-2].[Sc+3] scandium oxide fluoride